The molecule is a steroid saponin isolated from Ornithogalum thyrsoides and has been shown to exhibit cytotoxic activity. It has a role as a metabolite and an antineoplastic agent. It is a beta-D-glucoside, a 17-hydroxy steroid, an acetate ester, a benzoate ester, a cholestanoid and a steroid saponin. C[C@@H](C(=O)CCC(C)C)[C@]1([C@H](C[C@@H]2[C@@]1(CC[C@H]3[C@H]2CC=C4[C@@]3(CC[C@@H](C4)O[C@H]5[C@@H]([C@H]([C@@H]([C@H](O5)CO[C@H]6[C@@H]([C@H]([C@@H]([C@H](O6)CO)O[C@H]7[C@@H]([C@H]([C@@H]([C@H](O7)CO)O)O)O)O)O)O)O)O)C)C)O[C@H]8[C@@H]([C@H]([C@H](CO8)O)O[C@H]9[C@@H]([C@H]([C@@H](CO9)O)OC(=O)C1=CC(=C(C=C1)OC)OC)O)OC(=O)C)O